C1CC12CN(CC2)CC=2C=C(C=1N(C2)C(NC1)=O)C(F)(F)F 6-{5-azaspiro[2.4]heptan-5-ylmethyl}-8-(trifluoromethyl)-2H-imidazo[1,5-a]pyridin-3-one